(((tert-butoxycarbonyl) amino) methyl) benzoate C(C1=CC=CC=C1)(=O)OCNC(=O)OC(C)(C)C